(S)-4-methoxy-2-((1-methylpyrrolidin-2-yl)methoxy)-5,6,7,8-tetrahydropyrido[3,4-d]pyrimidine COC=1C2=C(N=C(N1)OC[C@H]1N(CCC1)C)CNCC2